C(C)(=O)C=1C=C(C=CC1)C(C(=O)N1CC2=C(N=C(NC2=O)C2(CC2)C2=CC=CC=C2)CC1)O 6-(2-(3-acetylphenyl)-2-hydroxyacetyl)-2-(1-phenylcyclopropyl)-5,6,7,8-tetrahydropyrido[4,3-d]pyrimidin-4(3H)-one